C(C)(C)(C)OC(=O)N1C(CNCC1)C1=NC=CC(=N1)C1=CC2=C(OCCO2)C=C1 (4-(2,3-dihydrobenzo[b][1,4]dioxin-6-yl)pyrimidin-2-yl)piperazine-1-carboxylic acid tert-butyl ester